Se-methyl 2-((2,3-dimethylphenyl)amino)benzoselenoate CC1=C(C=CC=C1C)NC1=C(C([Se]C)=O)C=CC=C1